(3S)-3-(dimethylamino)piperidin CN([C@@H]1CNCCC1)C